Phenethyl acetate (Phenyl ethyl acetate) C1(=CC=CC=C1)CCCC(=O)O.C(C)(=O)OCCC1=CC=CC=C1